1-methyl-N-tetrahydropyran-4-yl-2-(2-vinylpyrimidin-4-yl)pyrrolo[3,2-c]pyridin-6-amine CN1C(=CC=2C=NC(=CC21)NC2CCOCC2)C2=NC(=NC=C2)C=C